BrC1=CC(=NC2=NC(=CC(=C12)C(F)(F)F)C(C(F)(F)F)(F)F)N 4-bromo-7-(perfluoroethyl)-5-(trifluoromethyl)-1,8-naphthyridin-2-amine